(R)-(+)-1-Phenylethanol C[C@H](C1=CC=CC=C1)O